NN1C(=NC(=C1C(=O)O)C1=CC=C(C=C1)C(NC=1N=NC=CC1)=O)[C@H]1N(CCCC1)C(=O)OC(C)(C)C (S)-1-amino-2-(1-(tert-butoxycarbonyl)piperidin-2-yl)-4-(4-(pyridazin-3-ylcarbamoyl)phenyl)-1H-imidazole-5-carboxylic acid